N-(4-amino-1H-pyrazolo[4,3-c]pyridin-7-yl)-2-oxo-2-[(2R,5S)-2-[3-[(dimethylamino)methyl]phenyl]-5-methyl-1-piperidyl]acetamide NC1=NC=C(C2=C1C=NN2)NC(C(N2[C@H](CC[C@@H](C2)C)C2=CC(=CC=C2)CN(C)C)=O)=O